N-Hydroxy-3-(2-(4-trifluoromethoxyphenyl)quinolin-4-yl)propanamide ONC(CCC1=CC(=NC2=CC=CC=C12)C1=CC=C(C=C1)OC(F)(F)F)=O